C12C3CC=CC3C(C(C1)CC(=O)O)C2.ICC2OCCC2 2-(iodomethyl)tetrahydrofuran tricyclo[5.2.1.0(2,6)]dec-4-en-8-yl-acetate